ClC=1C=CC=C2C=CC=C(C12)N1CC=2N=C(N=C(C2CC1)N(CCCS(=O)(=O)C=C)C)OC[C@H]1N(CCC1)C (S)-7-(8-chloronaphthalen-1-yl)-N-methyl-2-((1-methylpyrrolidin-2-yl)methoxy)-N-(3-(vinylsulfonyl)propyl)-5,6,7,8-tetrahydropyrido[3,4-d]pyrimidin-4-amine